(R)-5-((5-(8-fluoroimidazo[1,2-a]pyridin-6-yl)-7H-pyrrolo[2,3-d]pyrimidin-2-yl)amino)-1-methylpiperidin-2-one FC=1C=2N(C=C(C1)C1=CNC=3N=C(N=CC31)N[C@@H]3CCC(N(C3)C)=O)C=CN2